ClC1=CC(=C(CC2CN(CC(O2)CF)C(=O)OC(C)(C)C)C(=C1)C)C1=NC=NN2C1=CC(=C2)CN2C(C1C(C1C2=O)(C)C)=O tert-butyl 2-(4-chloro-2-(6-((6,6-dimethyl-2,4-dioxo-3-azabicyclo[3.1.0]hexan-3-yl)methyl)pyrrolo[2,1-f][1,2,4]triazin-4-yl)-6-methylbenzyl)-6-(fluoromethyl)morpholine-4-carboxylate